C(C)(C)(C)C=1C(=CC(=C(C1)C(C=1N(C(=C(N1)C)C(=O)NC1CN(C1)C(=O)OC(C)(C)C)C)O)OCC1=CC=C(C=C1)OC)Cl tert-butyl 3-(2-((5-(tert-butyl)-4-chloro-2-((4-methoxybenzyl)oxy)phenyl) (hydroxy)methyl)-1,4-dimethyl-1H-imidazole-5-carboxamido)azetidine-1-carboxylate